(S)-1-(3-(((7-fluorobenzo[d]thiazol-2-yl)(4-methoxyphenethyl)amino)-methyl)phenyl)pyrrolidine-3-carboxylic acid FC1=CC=CC=2N=C(SC21)N(CCC2=CC=C(C=C2)OC)CC=2C=C(C=CC2)N2C[C@H](CC2)C(=O)O